1,3-butadiene carbonate C(O)(O)=O.C=CC=C